C(C)C=1C(=C(C(=O)C2=CC=CC=C2)C=CC1C)C ethyl-methyl-4-methyl-benzophenone